tert-butyl [(1R,2R,3S,5S)-2-fluoro-8-azabicyclo[3.2.1]octan-3-yl]carbamate F[C@@H]1[C@H]2CC[C@@H](C[C@@H]1NC(OC(C)(C)C)=O)N2